FC(C1=NN=C(O1)C=1C=NC(=NC1)CN1N=NN=C1C=1C=CC(=NC1)N)F 5-(1-((5-(5-(difluoromethyl)-1,3,4-oxadiazol-2-yl)pyrimidin-2-yl)methyl)-1H-tetrazol-5-yl)pyridin-2-amine